N1(N(NC(C1)=O)[2H])[2H] triazolone-d2